ClC=1N=C2N(N=CC(=C2[C@H](C)OC)NC2=CC=C(C=C2)[C@@H](C(F)(F)F)NC)C1 2-chloro-8-[(1S)-1-methoxyethyl]-N-[4-[(1S)-2,2,2-trifluoro-1-(methylamino)ethyl]phenyl]imidazo[1,2-b]pyridazin-7-amine